2-(8-bromo-2-oxo-2,3-dihydro-1H-imidazo[4,5-c]quinolin-1-yl)-5-fluorobenzonitrile BrC1=CC=2C3=C(C=NC2C=C1)NC(N3C3=C(C#N)C=C(C=C3)F)=O